C1(CC1)C1=NC=NC(=C1C=1N=CC2=C(N1)C(=NN2COCC[Si](C)(C)C)CC2=C(C=C(C=C2)C=2N(C=C(N2)C(F)(F)F)C)C)OC 2-[[5-(4-cyclopropyl-6-methoxy-pyrimidin-5-yl)-3-[[2-methyl-4-[1-methyl-4-(trifluoromethyl)imidazol-2-yl]phenyl]methyl]pyrazolo[4,3-d]pyrimidin-1-yl]methoxy]ethyl-trimethyl-silane